N-[6-(5-chloro-2-fluorophenyl)pyridazin-4-yl]-7-[3-(4-methylpiperazin-1-yl)propoxy]quinolin-4-amine ClC=1C=CC(=C(C1)C1=CC(=CN=N1)NC1=CC=NC2=CC(=CC=C12)OCCCN1CCN(CC1)C)F